p-tolyloxyisobutoxyphosphine bromide [Br-].C1(=CC=C(C=C1)OPOCC(C)C)C